5-(6-(4-(2-(3-chloro-4-fluorophenyl)-2-(dimethylamino)acetyl)piperazin-1-yl)pyridin-3-yl)-7-(1-methyl-1H-pyrazol-4-yl)imidazo[1,2-a]pyridine-3-carbonitrile ClC=1C=C(C=CC1F)C(C(=O)N1CCN(CC1)C1=CC=C(C=N1)C1=CC(=CC=2N1C(=CN2)C#N)C=2C=NN(C2)C)N(C)C